ClC1=CC(=C(C=C1)C(C(C(C(=O)OC)=C)C)O)C=1C=NN(C1)C methyl 4-(4-chloro-2-(1-methyl-1H-pyrazol-4-yl)phenyl)-4-hydroxy-3-methyl-2-methylenebutanoate